4-Bromo-5-[(4-methoxy-6-morpholino-1,3,5-triazin-2-yl)oxy]-1H-indole-3-yl β-D-glucopyranoside O([C@H]1[C@H](O)[C@@H](O)[C@H](O)[C@H](O1)CO)C1=CNC2=CC=C(C(=C12)Br)OC1=NC(=NC(=N1)OC)N1CCOCC1